C(=O)(C(=C)C)Cl Methacroyl chloride